N1N2C(C=CC1)=CC=C2 dihydropyrrolo[1,2-b]pyridazin